ClC1=C(C(=C(C=C1OC)OC)Cl)NCC1=CC(=NN1)C1=C(C=CC=C1)NC(C=C)=O N-(2-(5-(((2,6-dichloro-3,5-dimethoxyphenyl)amino)methyl)-1H-pyrazol-3-yl)phenyl)acrylamide